C(C)(C)(C)OC(C(CCBr)(C)C)=O tert-butyl-4-bromo-2,2-dimethylbutyrate